nonadecane-d37 C(C(C(C(C(C(C(C(C(C(C(C(C(C(C(C(C(C(C)([2H])[2H])([2H])[2H])([2H])[2H])([2H])[2H])([2H])[2H])([2H])[2H])([2H])[2H])([2H])[2H])([2H])[2H])([2H])[2H])([2H])[2H])([2H])[2H])([2H])[2H])([2H])[2H])([2H])[2H])([2H])[2H])([2H])[2H])([2H])([2H])[2H]